N-(5-(2-(((3S,5R)-5-(difluoromethyl)piperidin-3-yl)amino)-8-isopropyl-7-oxo-7,8-dihydropyrido[2,3-d]pyrimidin-6-yl)pyridin-2-yl)-3,3,3-trifluoropropane-1-sulfonamide FC([C@@H]1C[C@@H](CNC1)NC=1N=CC2=C(N1)N(C(C(=C2)C=2C=CC(=NC2)NS(=O)(=O)CCC(F)(F)F)=O)C(C)C)F